(3R,4R)-1-((1R,2R)-2-methyl-cyclopentyl)-4-{[5-(2,4,6-trifluoro-phenyl)-isoxazole-3-carbonyl]-amino}-piperidine-3-carboxylic acid dimethylamide CN(C(=O)[C@@H]1CN(CC[C@H]1NC(=O)C1=NOC(=C1)C1=C(C=C(C=C1F)F)F)[C@H]1[C@@H](CCC1)C)C